C(C(C)(C)C)(=O)OC1=CC2=C(C(=C(CCC2)Br)C2=CC=C(C=C2)O[C@@H]2CNCC2)C=C1 (S)-8-bromo-9-(4-(pyrrolidin-3-yloxy)phenyl)-6,7-dihydro-5H-benzo[7]annulen-3-yl pivalate